C(CCCCCCCCC#C)(=O)O 10-Undecynoic acid